4-((methyl(phenyl)amino)methyl)piperidin-4-ol CN(C1=CC=CC=C1)CC1(CCNCC1)O